CC(COC([C@@H](NC(=O)OC(C)(C)C)C)=O)(CC)C (t-butoxycarbonyl)-L-alanine 2,2-dimethylbutyl ester